1-ethyl-pyrrolidone p-toluenesulfonate CC1=CC=C(C=C1)S(=O)(=O)O.C(C)N1C(CCC1)=O